C12SCC(SC1)N2C(C(=O)O)CCCC(=O)O 2-(2,5-dithia-7-azabicyclo[2.2.1]heptan-7-yl)hexanedioic acid